Ethyl 2-oxo-2-[rac-(2R,5S)-2-(3,4-dimethylphenyl)-5-methyl-1-piperidyl]acetate O=C(C(=O)OCC)N1[C@H](CC[C@@H](C1)C)C1=CC(=C(C=C1)C)C |r|